N1(C=CC2=CC=CC=C12)C=1C=CC=2C=NC=3N(C4=CC=CC=C4C3)C2N1 (1H-indol-1-yl)pyrido[3',2':5,6]pyrimido[1,2-a]indole